ClC=1C=C2C(=C(N(C(C2=CC1)=O)C1CCC1)C(=O)O)C1=CC=CC=C1 6-chloro-2-cyclobutyl-1-oxo-4-phenyl-1,2-dihydroisoquinoline-3-carboxylic acid